6-((2-((3R,4R)-3-amino-4-fluoropiperidin-1-yl)-4-(trifluoromethyl)-1H-benzo[d]imidazol-1-yl)methyl)nicotinonitrile N[C@@H]1CN(CC[C@H]1F)C1=NC2=C(N1CC1=NC=C(C#N)C=C1)C=CC=C2C(F)(F)F